(2R)-Benzyl 2-((((2S,4R,5R)-5-(6-amino-2-chloro-9H-purin-9-yl)-4-hydroxytetrahydrofuran-2-yl)methoxy)(naphthalen-1-yloxy)phosphorylamino)propanoate NC1=C2N=CN(C2=NC(=N1)Cl)[C@H]1[C@@H](C[C@H](O1)COC1=C(C2=CC=CC=C2C=C1)OP(=O)=N[C@@H](C(=O)OCC1=CC=CC=C1)C)O